4-[(3R)-3-(3-methyl-1,2,4-oxadiazol-5-yl)piperidin-1-yl]spiro[cyclohexane-1,3'-indol]-2'(1'H)-one CC1=NOC(=N1)[C@H]1CN(CCC1)C1CCC2(C(NC3=CC=CC=C23)=O)CC1